[Si](C)(C)(C(C)(C)C)OC[C@@H](OC1=NN=C(S1)N)C1=NC=C(C=C1)Cl (S)-5-(2-((tert-butyldimethylsilyl)oxy)-1-(5-chloropyridin-2-yl)ethoxy)-1,3,4-thiadiazol-2-amine